8-(2-phenylpropan-2-yl)-3,8-diazabicyclo[3.2.1]octane-6,7-diol C1(=CC=CC=C1)C(C)(C)N1C2CNCC1C(C2O)O